C(C)(C)(C)OC(=O)N1CCC(=CC1)C1=CC=2N(C=C1)C(=CN2)N2C(NC(C=C2)=O)=O 4-[3-(2,4-dioxo-1,3-diazin-1-yl)imidazo[1,2-a]pyridin-7-yl]-3,6-dihydro-2H-pyridine-1-carboxylic acid tert-butyl ester